O1C(CC2=C1C=CC=C2)[C@H](C)N[S@](=O)C(C)(C)C (R)-N-((S)-1-(2,3-dihydrobenzofuran-2-yl)-ethyl)-2-methylpropane-2-sulfinamide